C[C@@H]1N(CC1)C=1N=C(C2=C(N1)CCC2)C2=CC=C(C=C2)O 4-[2-[(2S)-2-methylazetidin-1-yl]-6,7-dihydro-5H-cyclopenta[d]pyrimidin-4-yl]phenol